BrC=1C=C2CCCN(C2=CC1)C1=NOC(=N1)C=1C=NN(C1)CC 3-(6-bromo-3,4-dihydroquinolin-1(2H)-yl)-5-(1-ethyl-1H-pyrazol-4-yl)-1,2,4-oxadiazole